benzamide bis-HCl salt dihydrate O.O.Cl.Cl.C(C1=CC=CC=C1)(=O)N